FC(S(=O)(=O)OC1=CCC2(CCOCC2)CC1)(F)F 3-oxaspiro[5.5]undec-8-en-9-yl trifluoromethanesulfonate